NCC1=NNC(C2=C(C=C(C=C12)C1=C(N(N=C1)C)C1=C(C#N)C(=CC(=C1F)Cl)OC1CC1)Cl)=O (M)-2-[4-[4-(aminomethyl)-8-chloro-1-oxo-2H-phthalazin-6-yl]-2-methyl-pyrazol-3-yl]-4-chloro-6-(cyclopropoxy)-3-fluoro-benzonitrile